BrC1=CC=C(C(=C1N)CC1=C(C=CC=C1)Cl)C 6-bromo-2-(2-chlorobenzyl)-3-methylaniline